CN1C(COC2=C1C=CC=C2)=O 4-methyl-3-oxo-3,4-dihydro-2H-1,4-benzoxazin